tert-butyl (R)-3-(4-(1-(3-((tert-butoxycarbonyl)amino)propyl)-1H-pyrazol-4-yl)-3-fluorophenoxy)-2-hydroxypropanoate C(C)(C)(C)OC(=O)NCCCN1N=CC(=C1)C1=C(C=C(OC[C@H](C(=O)OC(C)(C)C)O)C=C1)F